methyl 4-(4-{3-[(4-amino-1-methylpyrrol-2-yl)formamido]propanamido}-1-methylimidazole-2-amido)-1-methylpyrrole-2-carboxylate NC=1C=C(N(C1)C)C(=O)NCCC(=O)NC=1N=C(N(C1)C)C(=O)NC=1C=C(N(C1)C)C(=O)OC